C(C)(C)NC(O[C@H]1C[C@H](CC1)C=1NN=C(C1)NC(=O)[C@H]1[C@@H](C1)C1=CC=CC2=C1C=CO2)=O (1R,3S)-3-{5-[trans-2-(1-benzofuran-4-yl)cyclopropaneamido]-2H-pyrazol-3-yl}cyclopentyl N-isopropylcarbamate